2-chloro-6-[(4,6-dimethoxypyrimidine-2-yl)thio]-benzamide ClC1=C(C(=O)N)C(=CC=C1)SC1=NC(=CC(=N1)OC)OC